4-(4-methylheptan-4-yl) 1-(2-oxo-2-(2,2,2-trichloroethoxy)ethyl) 2-methylenesuccinate C=C(C(=O)OCC(OCC(Cl)(Cl)Cl)=O)CC(=O)OC(CCC)(CCC)C